C(=O)C1=CN(C2=CC(=CC=C12)OC)C(=O)OC(C)(C)C tert-Butyl 3-formyl-6-methoxy-1H-indole-1-carboxylate